6-octyl-anthracene-2-yl triflate O(S(=O)(=O)C(F)(F)F)C1=CC2=CC3=CC=C(C=C3C=C2C=C1)CCCCCCCC